1-(Furo[3,2-b]pyridin-6-yl)dihydropyrimidine-2,4(1H,3H)-dione O1C=CC2=NC=C(C=C21)N2C(NC(CC2)=O)=O